N[C@@H]1CC(CCC1)C1=C2C3=C(NC2=C(C=C1F)C(=O)N)CCC3 8-[(3S)-3-aminocyclohexyl]-7-fluoro-1,2,3,4-tetrahydrocyclopenta[b]indole-5-carboxamide